ClC1=CC=C(C=C1)OC(C(=O)O)(C)C 2-[(4-chlorophenyl)oxy]-2-methylpropanoic acid